O=C1C(N2CCC1CC2)COP(=O)(OC2=CC=CC=C2)N[C@@H](C)C(=O)OCC(CC)CC 2-ethylbutyl (((3-oxoquinuclidin-2-yl)methoxy)(phenoxy)phosphoryl)-L-alaninate